tert-Butyl 4-(thiazolo[3,2-b][1,2,4]triazol-2-yl)-3,6-dihydropyridine-1(2H)-carboxylate N=1N2C(=NC1C=1CCN(CC1)C(=O)OC(C)(C)C)SC=C2